N-((1-(3-ethylbenzyl)cyclobutyl)methyl)-1-methyl-5-oxo-4,5-dihydro-1H-1,2,4-triazole-3-carboxamide C(C)C=1C=C(CC2(CCC2)CNC(=O)C2=NN(C(N2)=O)C)C=CC1